tert-butyl (4-fluorophenethyl)(3-hydroxypropyl)carbamate FC1=CC=C(CCN(C(OC(C)(C)C)=O)CCCO)C=C1